C[Si](O[Si](O[Si](C)(C)C)(O[Si](C)(C)C)C(=CC1=CC=CC=C1)[SiH](O[Si](C)(C)C)O[Si](C)(C)C)(C)C tris(trimethylsiloxy)silylbis(trimethylsiloxy)silylstyrene